4-hydroxy-2,3,5,6-tetrafluorobenzoate OC1=C(C(=C(C(=O)[O-])C(=C1F)F)F)F